N-lauroyl-aminopropyl-N,N-dimethyl-amine oxide C(CCCCCCCCCCC)(=O)[N+](CCCCN)(C)[O-]